NC1=C(C=CC=2C(=CC(OC21)=O)C(F)(F)F)N(C)CC2=CC=C(C=C2)F 8-amino-7-((4-fluorobenzyl)(methyl)amino)-4-(trifluoromethyl)-2H-benzopyran-2-one